C(C(C)C)(=O)O[C@@H]1[C@](O[C@H]([C@@H]1F)N1C(N=C(C=C1)N)=O)(COC(C(C)C)=O)CCl (2R,3R,4R,5R)-5-(4-amino-2-oxopyrimidin-1(2H)-yl)-2-(chloromethyl)-4-fluoro-2-((isobutyryloxy)methyl)tetrahydrofuran-3-yl isobutyrate